dihexyl 1,4-cyclohexanedicarboxylate C1(CCC(CC1)C(=O)OCCCCCC)C(=O)OCCCCCC